C(C)(C)N(C(OC(C=1N(C(=C(N1)C)I)COCC[Si](C)(C)C)C1=C(C(=C(C=C1)F)Cl)F)=O)C(C)C (3-chloro-2,4-difluorophenyl)(5-iodo-4-methyl-1-((2-(trimethylsilyl)ethoxy)methyl)-1H-imidazol-2-yl)methyl diisopropylcarbamate